N1C(NC2=C1C=CC=C2)=NC=2C=CC(=NC2)C(=O)NC2=NC=C(C=C2)N=C2NC1=C(N2)C=CC=C1 5-((1H-benzo[d]imidazol-2(3H)-ylidene)amino)-N-(5-((1H-benzo[d]imidazol-2(3H)-ylidene)amino)pyridin-2-yl)picolinamide